O([Si](C)(C)C(C)(C)C)CC=O t-butyldimethylsiloxyacetaldehyde